CC12CCC3C(CO1)(CCC1C(CCCC13C)(C)C)O2 dodecahydro-3,8,8,11a-tetramethyl-5h-3,5a-epoxynaphth[2,1-c]oxepine